4-(3,8-diazabicyclo[3.2.1]octan-3-yl)-2-(5-fluoro-2-methoxypyridin-4-yl)-1H-pyrrolo[2,3-b]pyridine hydrochloride Cl.C12CN(CC(CC1)N2)C2=C1C(=NC=C2)NC(=C1)C1=CC(=NC=C1F)OC